5-amino-6-[[3-[rac-(3R,5R)-5-(4-fluorophenyl)tetrahydro-furan-3-yl]-1,2,4-oxadiazol-5-yl]methyl]thiazolo[4,5-d]pyrimidin-7-one NC=1N(C(C2=C(N1)N=CS2)=O)CC2=NC(=NO2)[C@@H]2CO[C@H](C2)C2=CC=C(C=C2)F |r|